BrC1=NN(C2=NC=NC(=C21)N)CC 3-Bromo-1-ethyl-1H-pyrazolo[3,4-d]pyrimidin-4-amine